O-(5-amino-2-phenylbenzoxazol-7-yl)methyl-3,5-dichloro-L-tyrosine NC=1C=C(C2=C(N=C(O2)C2=CC=CC=C2)C1)COC1=C(C=C(C[C@H](N)C(=O)O)C=C1Cl)Cl